C(C)(C)(C)NC(C=1C(C(=O)NC(C)(C)C)=CC(C(=O)NC(C)(C)C)=CC1)=O trimellitic acid tri(t-butyl amide)